3-{3-chloro-5H-pyrrolo[3,2-e]pyridazin-6-yl}azetidine-1-carboxylic acid tert-butyl ester C(C)(C)(C)OC(=O)N1CC(C1)C=1CC=2C=C(N=NC2N1)Cl